N-(1-(2-((2,3-dihydro-1H-inden-2-yl)amino)pyrimidin-5-yl)-1H-pyrazol-3-yl)-1H-benzo[d][1,2,3]triazole-5-sulfonamide C1C(CC2=CC=CC=C12)NC1=NC=C(C=N1)N1N=C(C=C1)NS(=O)(=O)C1=CC2=C(NN=N2)C=C1